CON(C(=O)C1CC1)CC1=CC=C(C=C1)C1=NOC(=N1)C(F)(F)F N-methoxy-N-[[4-[5-(trifluoromethyl)-1,2,4-oxadiazol-3-yl]phenyl]methyl]cyclopropanecarboxamide